4-((3-(ethyl(methyl)amino)-1-oxa-8-azaspiro[4.5]decan-8-yl)sulfonyl)benzonitrile C(C)N(C1COC2(C1)CCN(CC2)S(=O)(=O)C2=CC=C(C#N)C=C2)C